1-(3,4-dimethyl-1-phenyl-1H-pyrazol-5-yl)-3-((3s,4r)-4-(4-fluorophenyl)-1-(2-methoxyethyl)pyrrolidin-3-yl)urea CC1=NN(C(=C1C)NC(=O)N[C@@H]1CN(C[C@H]1C1=CC=C(C=C1)F)CCOC)C1=CC=CC=C1